6-(piperidin-1-yl)-1,2,3,4-tetrahydroisoquinoline N1(CCCCC1)C=1C=C2CCNCC2=CC1